1'-methyl-5-[(2R,5S)-5-methyl-2-piperidyl]spiro[1,3-benzodioxole-2,4'-piperidine] CN1CCC2(CC1)OC1=C(O2)C=CC(=C1)[C@@H]1NC[C@H](CC1)C